2-[8-(2-chlorophenyl)-9-(4-chlorophenyl)-6-[4-(trifluoromethyl)-1-piperidyl]purin-2-yl]oxypropan-1-ol ClC1=C(C=CC=C1)C=1N(C2=NC(=NC(=C2N1)N1CCC(CC1)C(F)(F)F)OC(CO)C)C1=CC=C(C=C1)Cl